2-((3-((2,4-difluorobenzyl)oxy)adamantan-1-yl)amino)-1-(isoindolin-2-yl)ethan-1-one formate C(=O)O.FC1=C(COC23CC4(CC(CC(C2)C4)C3)NCC(=O)N3CC4=CC=CC=C4C3)C=CC(=C1)F